6-amino-N-(5-chloro-6-(2-isopropylphenyl)pyridin-2-yl)pyridine-2-sulfonamide ethyl-1-((6-cyclopropyl-8-fluoroimidazo[1,2-a]pyridin-2-yl)methyl)-1H-1,2,3-triazole-4-carboxylate C(C)OC(=O)C=1N=NN(C1)CC=1N=C2N(C=C(C=C2F)C2CC2)C1.NC1=CC=CC(=N1)S(=O)(=O)NC1=NC(=C(C=C1)Cl)C1=C(C=CC=C1)C(C)C